BrC=1SC(=C(N1)C1=CC=CC=C1)OC1=CC(=NC=C1)NC=1C=C(C(=O)O)C=CC1 3-((4-((2-Bromo-4-phenylthiazol-5-yl)oxy)pyridin-2-yl)amino)benzoic acid